(5-(4-amino-5-(trifluoromethyl)pyrrolo[2,1-f][1,2,4]triazin-7-yl)-2-methoxypyridin-3-yl)(3-((4-fluorophenyl)(hydroxy)methyl)piperidin-1-yl)methanone NC1=NC=NN2C1=C(C=C2C=2C=C(C(=NC2)OC)C(=O)N2CC(CCC2)C(O)C2=CC=C(C=C2)F)C(F)(F)F